ClC1=CC(=C(C=N1)C1=NC=C(C=C1)F)N 6'-Chloro-5-fluoro-[2,3'-bipyridyl]-4'-amine